(1-(6-(1,1-difluoroethyl)pyridin-2-yl)-3-(1-methoxyethyl)-1H-pyrazolo[4,3-c]pyridin-6-yl)acetamide Methyl-(2-aminocyclohexyl)carbamate CN(C(O)=O)C1C(CCCC1)N.FC(C)(F)C1=CC=CC(=N1)N1N=C(C=2C=NC(=CC21)CC(=O)N)C(C)OC